3'-O-methylguanosine-5'-diphosphate P(O)(=O)(OP(=O)(O)O)OC[C@@H]1[C@H]([C@H]([C@@H](O1)N1C=NC=2C(=O)NC(N)=NC12)O)OC